C(C1=CC=CC=C1)OCCCCCCOC1=C2C(=NN=C(C2=CC(=C1)N1CCOCC1)O)C 5-((6-(benzyloxy)hexyl)oxy)-4-methyl-7-morpholinophthalazin-1-ol